4-(4-((1R,5S)-3,8-diazabicyclo[3.2.1]octan-3-yl)-2-(2-ethyl-2-hydroxybutoxy)-6,8-difluoroquinazolin-7-yl)-5-ethyl-6-fluoronaphthalen-2-ol [C@H]12CN(C[C@H](CC1)N2)C2=NC(=NC1=C(C(=C(C=C21)F)C2=CC(=CC1=CC=C(C(=C21)CC)F)O)F)OCC(CC)(O)CC